8-phenoxy-5,6,7,8-tetrahydroquinolin-5-amine O(C1=CC=CC=C1)C1CCC(C=2C=CC=NC12)N